O1CC(C1)C=1C=NC=2CCN=CC2C1 3-(oxetan-3-yl)-7,8-dihydro-1,6-naphthyridine